C1(CC1)N1CC(N(CC1)CC1=C2C=CNC2=C(C=C1OC)C)C1=CC=C(C(=O)O)C=C1 4-(4-cyclopropyl-1-((5-methoxy-7-methyl-1H-indol-4-yl)methyl)piperazin-2-yl)benzoic acid